NC=1C=CC=C2CCN(C12)C(C)=O 1-(7-aminoindolin-1-yl)ethan-1-one